C1(CC1)C1=C(C=C(C(=O)NC(C2(COC2)C)C(NO)=N)C=C1)OCCF 4-cyclopropyl-3-(2-fluoro-ethoxy)-N-[(N-hydroxycarbamimidoyl)-(3-methyl-oxetan-3-yl)-methyl]-benzamide